[2-(4-cyclopropyl-6-methoxy-pyrimidin-5-yl)-5H-pyrrolo[3,2-d]pyrimidin-7-yl]-[2-fluoro-4-[1-methyl-4-(trifluoromethyl)imidazol-2-yl]phenyl]methanol C1(CC1)C1=NC=NC(=C1C=1N=CC2=C(N1)C(=CN2)C(O)C2=C(C=C(C=C2)C=2N(C=C(N2)C(F)(F)F)C)F)OC